3-{6-[(5-methoxypyridin-2-yl)methoxy]-[1,3]oxazolo[5,4-b]pyridin-2-yl}pyridine methyl-(S)-3-(2-amino-ethylamino)-2-benzyloxycarbonylamino-propionate COC([C@H](CNCCN)NC(=O)OCC1=CC=CC=C1)=O.COC=1C=CC(=NC1)COC=1C=C2C(=NC1)OC(=N2)C=2C=NC=CC2